Cl.N[C@H](C(=O)OC)C[Si](C)(C)C Methyl (R)-2-amino-3-(trimethylsilyl)propanoate hydrochloride